N-(4-(5-(6-(3-cyanopyrrolo[1,2-b]pyridazin-7-yl)-4-(isopropylamino)pyridin-3-yl)-1,3,4-thiadiazol-2-yl)phenyl)acetamide C(#N)C1=CC=2N(N=C1)C(=CC2)C2=CC(=C(C=N2)C2=NN=C(S2)C2=CC=C(C=C2)NC(C)=O)NC(C)C